(3R,4R)-4-((3-(2,6-bis(benzyloxy)pyridin-3-yl)-1-methyl-1H-indazol-6-yl)amino)-3-methoxypiperidine-1-carboxylic acid tert-butyl ester C(C)(C)(C)OC(=O)N1C[C@H]([C@@H](CC1)NC1=CC=C2C(=NN(C2=C1)C)C=1C(=NC(=CC1)OCC1=CC=CC=C1)OCC1=CC=CC=C1)OC